C(C)N1C(=NC=C1)C1(NC(NC1=O)=O)CCC(=O)OC(C)(C)C Tert-butyl 3-(4-(1-ethyl-1H-imidazol-2-yl)-2,5-dioxoimidazolidin-4-yl)propanoate